4-Bromo-2-[2-[4-[[tert-butyl(dimethyl)silyl]oxymethyl]cyclohexyl]ethynyl]-5-fluoro-N-methyl-aniline BrC1=CC(=C(NC)C=C1F)C#CC1CCC(CC1)CO[Si](C)(C)C(C)(C)C